7-((5,5-Dimethyl-5,6,7,8-tetrahydronaphthalen-2-yl)amino)-4-methyl-2H-benzo[b][1,4]oxazin-3(4H)-one CC1(C=2C=CC(=CC2CCC1)NC=1C=CC2=C(OCC(N2C)=O)C1)C